N-((2S,3S)-4-(4-(benzylsulfanyl)phenylamino)-3-hydroxy-1-phenylbut-2-yl)-4-fluorobenzamide C(C1=CC=CC=C1)SC1=CC=C(C=C1)NC[C@@H]([C@H](CC1=CC=CC=C1)NC(C1=CC=C(C=C1)F)=O)O